SC(CO)(C)O 2-mercapto-1,2-propylene glycol